3-(2,6-difluorobenzyl)indene FC1=C(CC2=CCC3=CC=CC=C23)C(=CC=C1)F